CO[C@@H]1C[C@@H]2[C@@](C(NC2=O)(C(=O)OC)C(=O)OC)(O1)C Dimethyl (2S,3aR,6aS)-2-methoxy-6a-methyl-4-oxohexahydro-6H-furo[2,3-c]pyrrole-6,6-dicarboxylate